F[C@H]1CN(CC[C@H]1N(C(=O)NC=1C(N(C=C(C1)C(F)(F)F)C)=O)C)C=1C=C2C(=NC1)NN=C2OC 1-((3S,4R)-3-fluoro-1-(3-methoxy-1H-pyrazolo[3,4-b]pyridin-5-yl)piperidin-4-yl)-1-methyl-3-(1-methyl-2-oxo-5-(trifluoromethyl)-1,2-dihydropyridin-3-yl)urea